C(C1=CC=CC=C1)OCCNC(COC1=CC2=C(C3=C(C(O2)=O)C=CC=C3)C=C1)=O N-(2-(benzyloxy)ethyl)-2-((6-oxo-6H-benzo[c]benzopyran-3-yl)oxy)acetamide